(2S,3S)-N-(2-amino-4-((4-hydroxybenzyl)amino)phenyl)-2,3-difluoroheptanamide NC1=C(C=CC(=C1)NCC1=CC=C(C=C1)O)NC([C@@H]([C@H](CCCC)F)F)=O